(R)-N-(6-(difluoromethyl)pyridin-2-yl)-2-(1-methyl-2-oxabicyclo[2.1.1]hexan-4-yl)-7-((1,1,1-trifluoropropan-2-yl)oxy)imidazo[1,2-a]pyridine-6-carboxamide FC(C1=CC=CC(=N1)NC(=O)C=1C(=CC=2N(C1)C=C(N2)C21COC(C2)(C1)C)O[C@@H](C(F)(F)F)C)F